N-(1-Ethylpiperidin-4-yl)-N-methyl-5-[4-(1H-pyrazol-4-yl)-1H-pyrrolo[2,3-c]pyridin-7-yl][1,3]thiazolo[5,4-d][1,3]thiazol-2-amin C(C)N1CCC(CC1)N(C=1SC=2N=C(SC2N1)C=1N=CC(=C2C1NC=C2)C=2C=NNC2)C